1,4-bis-n-butyl-p-toluenesulfonate C(CCC)C1(C)C=CC(C=C1)(S(=O)(=O)[O-])CCCC